tert-butyl 5-bromo-7-(methoxymethyl)-1,1-dimethyl-3-oxoisoindole-2-carboxylate BrC=1C=C2C(N(C(C2=C(C1)COC)(C)C)C(=O)OC(C)(C)C)=O